2,4,6-trivinylcyclotrisilazane C(=C)[SiH]1N[SiH](N[SiH](N1)C=C)C=C